NC([C@H](C[C@H]1C(NC(C1)(C)C)=O)NC([C@H](CC1CC1)NC(=O)C=1NC(=C(C1)C)C)=O)=O N-((S)-1-(((S)-1-amino-3-((R)-5,5-dimethyl-2-oxopyrrolidin-3-yl)-1-oxopropan-2-yl)amino)-3-cyclopropyl-1-oxopropan-2-yl)-4,5-dimethyl-1H-pyrrole-2-carboxamide